FC=1C=C(C(=O)NCC2COC2)C=C(C1)CN1C(C2=CN=C(C=C2C=C1)C1=CC=NN1C)=O 3-fluoro-5-((6-(1-methyl-1H-pyrazol-5-yl)-1-oxo-2,7-naphthyridin-2(1H)-yl)methyl)-N-(oxetan-3-ylmethyl)benzamide